tert-Butyl 4-(7-methoxy-1-oxo-1,3-dihydroisobenzofuran-5-yl)piperazine-1-carboxylate COC=1C=C(C=C2COC(C12)=O)N1CCN(CC1)C(=O)OC(C)(C)C